C(CCCCCCCCCCCCCCC(C)C)(=O)O.OCC(O)CO glycerin monoisostearate